NC1CCN(CC1)S(=O)(=O)N1CCC(CC1)CN1CCC(CC1)OCC#CC1=CC=CC=2N(C(N(C21)C)=O)C2C(NC(CC2)=O)=O 3-(4-(3-((1-((1-((4-aminopiperidin-1-yl)sulfonyl)piperidin-4-yl)methyl)piperidin-4-yl)oxy)prop-1-yn-1-yl)-3-methyl-2-oxo-2,3-dihydro-1H-benzo[d]imidazol-1-yl)piperidine-2,6-dione